(R)-5-((1H-pyrazol-1-yl)methyl)-N-(2,3-dihydrobenzofuran-7-sulfonimidoyl)-6-methoxypicolinamide N1(N=CC=C1)CC=1C=CC(=NC1OC)C(=O)N[S@](=O)(=N)C1=CC=CC=2CCOC21